(S)-5-(5-(5-chloro-1-methyl-2-oxo-1,2-dihydropyridin-3-yl)-6-(4-chlorophenyl)-1-isopropyl-4-oxo-1,4,5,6-tetrahydropyrrolo[3,4-d]imidazol-2-yl)-6-methoxynicotinic acid ClC=1C=C(C(N(C1)C)=O)N1[C@H](C=2N(C(=NC2C1=O)C=1C(=NC=C(C(=O)O)C1)OC)C(C)C)C1=CC=C(C=C1)Cl